C(C)OC(CCC(=O)C1=NC2=CC(=CC=C2C(=C1O)C#N)C1=CC=C(C=C1)OC(F)(F)F)=O 4-[4-cyano-3-hydroxy-7-(4-trifluoromethoxy-phenyl)-quinolin-2-yl]-4-oxo-butyric acid ethyl ester